ClC1=CC=C(C=C1)C=1C=C(C(N(N1)C1=CC(=CC=C1)F)=O)C(=O)NC[C@@H]1C[C@H](C1)O 6-(4-chlorophenyl)-2-(3-fluorophenyl)-N-[(trans-3-hydroxycyclobutyl)methyl]-3-oxo-2,3-dihydropyridazine-4-carboxamide